N-(4-((4-(3-(2-aminoethoxy)phenyl)piperazin-1-yl)sulfonyl)phenyl)-2-(N-methylmethylsulfonamido)benzamide NCCOC=1C=C(C=CC1)N1CCN(CC1)S(=O)(=O)C1=CC=C(C=C1)NC(C1=C(C=CC=C1)N(S(=O)(=O)C)C)=O